3,3'-(piperazine-1,4-diyl)bis(N-(2-(dodecyldithio)ethyl)propionamide) N1(CCN(CC1)CCC(=O)NCCSSCCCCCCCCCCCC)CCC(=O)NCCSSCCCCCCCCCCCC